C1(=CC=CC=C1)C#CC1=CC2=C(NC(CC(N2C2=CC(=CC=C2)C2=NOC(N2)=S)=O)=O)C2=CC=CC=C12 7-(Phenylethynyl)-5-(3-(5-thioxo-4,5-dihydro-1,2,4-oxadiazol-3-yl)phenyl)-1,5-dihydro-2H-naphtho[1,2-b][1,4]diazepine-2,4(3H)-dione